FC(C1=C(C=CC(=C1)N)C=1C(=C(C(=O)N)C=CC1C(=O)N)C1=C(C=C(C=C1)N)C(F)(F)F)(F)F bis(2-trifluoromethyl-4-aminophenyl)terephthalamide